ethyl (5R,6S)-6-(hydroxymethyl)-5-((3aS,4R,5S,7aS)-4-(hydroxymethyl)-7a-methyl-1-methyleneoctahydro-1H-inden-5-yl)-5-methyl-4,5,6,7-tetrahydro-1H-indazole-3-carboxylate OC[C@@H]1[C@@](CC=2C(=NNC2C1)C(=O)OCC)(C)[C@@H]1[C@H]([C@@H]2CCC([C@]2(CC1)C)=C)CO